C(CCC)OC1=CC=C(C=C1)CC(=O)N(C)O 2-(4-Butoxy-phenyl)-N-hydroxy-N-methyl-acetamide